[C@H]12NC[C@H](CC1)C2 (1S,4R)-2-azabicyclo[2.2.1]heptane